1-((1S,2S)-2-((benzyloxy)methyl)-1-(5-oxo-4,5-dihydro-1,2,4-oxadiazol-3-yl)cyclopropyl)-5-((S)-2,2-dimethyltetrahydro-2H-pyran-4-yl)-N-methyl-N-phenyl-1H-indole-2-carboxamide C(C1=CC=CC=C1)OC[C@@H]1[C@@](C1)(C1=NOC(N1)=O)N1C(=CC2=CC(=CC=C12)[C@@H]1CC(OCC1)(C)C)C(=O)N(C1=CC=CC=C1)C